(S)-quinuclidin-3-yl (2,2-diethyl-5-(3-fluorophenyl)-2,3-dihydro-1H-inden-1-yl)carbamate C(C)C1(C(C2=CC=C(C=C2C1)C1=CC(=CC=C1)F)NC(O[C@@H]1CN2CCC1CC2)=O)CC